(S)-6-(Trifluoromethoxy)-2-(trifluoromethyl)-2H-chromen FC(OC=1C=C2C=C[C@H](OC2=CC1)C(F)(F)F)(F)F